1-benzyl-3a-fluoro-5-methyl-octahydropyrrolo[2,3-c]Pyrrole C(C1=CC=CC=C1)N1CCC2(C1CN(C2)C)F